N-(5-((2-(3-azabicyclo[3.1.1]heptan-3-yl)ethyl)carbamoyl)-2-methylpyridin-3-yl)-2-(1-methyl-1H-pyrazol-4-yl)pyrazolo[5,1-b]thiazole-7-carboxamide C12CN(CC(C1)C2)CCNC(=O)C=2C=C(C(=NC2)C)NC(=O)C=2C=NN1C2SC(=C1)C=1C=NN(C1)C